4-(5-(cyclopropylmethyl)-4,5,6,7-tetrahydrothieno[3,2-c]pyridin-2-yl)-2-methoxy-6-(vinylsulfonyl)phenol C1(CC1)CN1CC2=C(CC1)SC(=C2)C2=CC(=C(C(=C2)S(=O)(=O)C=C)O)OC